C(N)(OC(CC(C)(C)C)(CCNC1=C2C(N(C(C2=CC=C1)=O)C1C(NC(CC1)=O)=O)=O)C)=O tert-butyl(4-((2-(2,6-dioxopiperidin-3-yl)-1,3-dioxoisoindolin-4-yl)amino)-2-methylbutan-2-yl) carbamate